NCCNC(OCC1C2=CC=CC=C2C=2C=CC=CC12)=O (9H-fluoren-9-yl)methyl (2-aminoethyl)carbamate